NC1(CCN(CC1)C=1N=C(C2=C(N1)NC=C2C=2C(=C1C=NN(C1=CC2)C([2H])([2H])[2H])Cl)C(=O)N)C2=CC=CC=C2 2-(4-amino-4-phenylpiperidin-1-yl)-5-(4-chloro-1-(methyl-d3)-1H-indazol-5-yl)-7H-pyrrolo[2,3-d]pyrimidine-4-carboxamide